methyl 6-amino-2,2-difluoro-1,3-benzodioxole-5-carboxylate NC=1C(=CC2=C(OC(O2)(F)F)C1)C(=O)OC